Methyl-(4-chloro-5-methoxy-pyrrolo[2,3-b]pyridin-1-yl)-triisopropyl-silane CC(C)(C)[Si](C(C)C)(C(C)C)N1C=CC=2C1=NC=C(C2Cl)OC